4-((1S,2S)-2-(6-(2,4-dioxo-1,2,3,4-tetrahydropyrimidin-5-yl)imidazo[1,2-b]pyridazin-8-yl)cyclopropyl)benzonitrile O=C1NC=C(C(N1)=O)C=1C=C(C=2N(N1)C=CN2)[C@@H]2[C@H](C2)C2=CC=C(C#N)C=C2